(2-chloro-4-((2-((methoxymethoxy)methyl)benzofuran-7-yl)oxy)phenyl)(4-(((3R,6S)-6-(hydroxymethyl)tetrahydro-2H-pyran-3-yl)amino)-7H-pyrrolo[2,3-d]pyrimidin-5-yl)methanone ClC1=C(C=CC(=C1)OC1=CC=CC=2C=C(OC21)COCOC)C(=O)C2=CNC=1N=CN=C(C12)N[C@H]1CO[C@@H](CC1)CO